COC1=C(C=CC=C1C1=NN(C=N1)C)NC1=C(C=NC(=C1)NC=1N=NC(=CC1)C)C1=NN=C(O1)CO (5-(4-((2-methoxy-3-(1-methyl-1H-1,2,4-triazol-3-yl)phenyl)amino)-6-((6-methylpyridazin-3-yl)amino)pyridin-3-yl)-1,3,4-oxadiazol-2-yl)methanol